(RS)-2-[(2-aminoethoxy)methyl]-4-(2-chlorophenyl)-6-methyl-1,4-dihydropyridine-3,5-dicarboxylic acid 3-ethyl 5-methyl ester COC(=O)C=1[C@H](C(=C(NC1C)COCCN)C(=O)OCC)C1=C(C=CC=C1)Cl |r|